4-ethoxy-2-[(3S)-3-(methylamino)pyrrolidin-1-yl]-N-2-methylpyrazolo[1,5-a]-pyridin-5-ylpyrimidine-5-carboxamide C(C)OC1=NC(=NC=C1C(=O)NC1=CC=2N(C=C1)N=C(C2)C)N2C[C@H](CC2)NC